2-methyl-3-(4-isopropylphenyl)propionaldehyde CC(C=O)CC1=CC=C(C=C1)C(C)C